(-)-Methyl-3-(4-(3-chlorophenyl)buta-2,3-dien-1-yl)-4-oxo-2-phenylchromane-3-carboxylate COC(=O)C1(C(OC2=CC=CC=C2C1=O)C1=CC=CC=C1)CC=C=CC1=CC(=CC=C1)Cl